FC(C=1N=CC=2N(C1)C(=CN2)C2=NC=CC(=N2)N2C[C@H](CCC2)C(=O)N)F (S)-1-(2-(6-(Difluoromethyl)imidazo[1,2-a]pyrazin-3-yl)pyrimidin-4-yl)piperidine-3-carboxamide